(4-chlorophenyl)-4-{3-(4-chlorophenyl)-1-[2-(piperidin-1-yl)ethyl]ureido}-3-methylbenzamide ClC1=CC=C(C=C1)C1=C(C(=O)N)C=CC(=C1C)N(C(=O)NC1=CC=C(C=C1)Cl)CCN1CCCCC1